1-(3,4-dichlorophenyl)-2-(3-((1-(2-fluorobenzyl)-1H-1,2,3-triazol-4-yl)methyl)-2-imino-2,3-dihydro-1H-benzo[d]imidazol-1-yl)ethan-1-ol ClC=1C=C(C=CC1Cl)C(CN1C(N(C2=C1C=CC=C2)CC=2N=NN(C2)CC2=C(C=CC=C2)F)=N)O